(12AR)-10-chloro-9-(4-chloro-1-methoxy-7-methylisoquinolin-8-yl)-8-fluoro-1,2,3,4,12,12a-hexahydro-6H-pyrazino[2,1-c][1,4]benzoxazepine ClC1=C(C(=CC=2CN3[C@@H](COC21)CNCC3)F)C=3C(=CC=C2C(=CN=C(C32)OC)Cl)C